NC([C@H](CC1CC1)C1=CC=C(C(=O)OCC)C=C1)=O |r| (±)-ethyl 4-[2-amino-1-(cyclopropylmethyl)-2-oxo-ethyl]benzoate